OCCN(CCN1N=CC(=C1)CN(CCCCCCCCC(=O)OC\C=C/CCCCCC)CCCCCCCCC(=O)OC\C=C/CCCCCC)CCO di((Z)-non-2-en-1-yl) 9,9'-(((1-(2-(bis(2-hydroxyethyl)amino)ethyl)-1H-pyrazol-4-yl)methyl)azanediyl)dinonanoate